(1S)-2,2-difluoro-N-[4-methyl-3-[5-(trifluoromethyl)pyridin-2-yl]phenyl]cyclopropane-1-carboxamide FC1([C@@H](C1)C(=O)NC1=CC(=C(C=C1)C)C1=NC=C(C=C1)C(F)(F)F)F